(S)-2-(2-((tert-butoxycarbonyl)amino)-4-(4-(carboxymethyl)-1H-1,2,3-triazol-1-yl)butanamido)ethyl (2-(trimethylammonio)ethyl) phosphate P(=O)(OCCNC([C@H](CCN1N=NC(=C1)CC(=O)O)NC(=O)OC(C)(C)C)=O)(OCC[N+](C)(C)C)[O-]